BrC1=C(C=CC=C1)C1=C(C(=CC(=C1)C)C12CC3CC(CC(C1)C3)C2)OCOC (3r,5r,7r)-1-(2'-bromo-2-(methoxymethyloxy)-5-methyl-[1,1'-biphenyl]-3-yl)adamantane